CC(C)C(=O)O 2-methyl-3-propanoic acid